dopamine hydrochloride pentenoate C(C=CCC)(=O)O.Cl.NCCC1=CC(O)=C(O)C=C1